C(C)(C)(C)OC(=O)N1CCC(CC1)C=1C=C2C(=C(NC2=CC1)C=1C=C(C=2N(C1)C=C(N2)C(=O)O)OC)C(C)C 6-(5-(1-(tert-butoxycarbonyl)piperidin-4-yl)-3-isopropyl-1H-indol-2-yl)-8-methoxyimidazo[1,2-a]Pyridine-2-carboxylic acid